C(C1=CC=CC=C1)O[C@H]([C@H](NC(=O)OC(C)(C)C)C(=O)OC)C methyl O-benzyl-N-(tert-butoxycarbonyl)-L-allothreoninate